(4-aminophenyl)benzenesulfonamide NC1=CC=C(C=C1)C1=C(C=CC=C1)S(=O)(=O)N